N,N,N',N'-tetrakis-(2-hydroxypropyl)-ethylenediamine OC(CN(CCN(CC(C)O)CC(C)O)CC(C)O)C